2-cyclopentyl-1-(7,7-dimethyl-2-(3-methyl-3,8-diazabicyclo[3.2.1]octan-8-yl)-6,7-dihydrothiazolo[5,4-c]pyridin-5(4H)-yl)ethan-1-one C1(CCCC1)CC(=O)N1CC2=C(C(C1)(C)C)N=C(S2)N2C1CN(CC2CC1)C